methyl 2-[5-[(4R)-5-(5-bromo-2-nitro-anilino)-4-methyl-pentyl]-1-methyl-pyrazol-4-yl]-6-methyl-pyridine-4-carboxylate BrC=1C=CC(=C(NC[C@@H](CCCC2=C(C=NN2C)C2=NC(=CC(=C2)C(=O)OC)C)C)C1)[N+](=O)[O-]